6-(6-(3-(1-acryloylazetidine-3-carbonyl)-3,8-diazabicyclo[3.2.1]octan-8-yl)pyridin-3-yl)-4-methoxypyrazolo[1,5-a]pyridine-3-carbonitrile C(C=C)(=O)N1CC(C1)C(=O)N1CC2CCC(C1)N2C2=CC=C(C=N2)C=2C=C(C=1N(C2)N=CC1C#N)OC